CN(S(=O)(=O)N1C(=NC=C1)N1CCN(CC1)C(=O)OC(C)(C)C)C tert-butyl 4-(1-(N,N-dimethylsulfamoyl)-1H-imidazol-2-yl)piperazine-1-carboxylate